C(CCCCCCC\C=C/C\C=C/CCCCC)C1(OCC(O1)CCN(C)C)CCCCCCCC\C=C/C\C=C/CCCCC 2-(2,2-di((9Z,12Z)-octadeca-9,12-dien-1-yl)-1,3-dioxolan-4-yl)-N,N-di-methylethanamine